n-butylsulfonat C(CCC)S(=O)(=O)[O-]